(1r,2'S,4S)-4-(3-chloroanilino)-2'-{(2R,3R)-3-[(6,7-dihydro-5H-cyclopenta[b]pyridin-4-yl)oxy]-2-methylbutyl}-2',3'-dihydrospiro[cyclohexane-1,1'-indene]-4-carboxylic acid ClC=1C=C(NC2(CCC3([C@H](CC4=CC=CC=C34)C[C@H]([C@@H](C)OC3=C4C(=NC=C3)CCC4)C)CC2)C(=O)O)C=CC1